NC1=C(C=CC(=C1)NCC1=CC=C(C=C1)O)NC(CCCCCCC)=O N-(2-amino-4-((4-hydroxybenzyl)amino)phenyl)octanamide